(E)-1-[2,6-Dihydroxy-4-(3-methylbut-2-enoxy)phenyl]-3-phenylprop-2-en-1-one OC1=C(C(=CC(=C1)OCC=C(C)C)O)C(\C=C\C1=CC=CC=C1)=O